FC1=C(C=CC=C1)C1=C(C(=NC2=CC(=CC=C12)N1C(=NC=C1)C)N1CC2(CN(C2)C(C=C)=O)CC1)C#N 4-(2-fluorophenyl)-7-(2-methyl-1H-imidazol-1-yl)-2-(2-(2-propenoyl)-2,6-diazaspiro[3.4]octan-6-yl)-3-quinolinecarbonitrile